C1=CC=CC=2C3=CC=CC=C3C(C12)COC(=O)N([C@H](C(=O)O)CC(C)C)C (2S)-2-[9H-fluoren-9-ylmethoxycarbonyl(methyl)amino]-4-methyl-pentanoic acid